5-chloromethyl-3-methylsalicylaldehyde ClCC1=CC(=C(C(C=O)=C1)O)C